C(CCCCCCC)N1C(=C(C2=CC=CC=C12)C1(OC(=O)C2=CC=CC=C12)C1=C(N(C2=CC=CC=C12)CCCCCCCC)C)C 3,3-bis(1-n-octyl-2-methylindol-3-yl)-phthalide